C1(CC1)C1=CC(=C(C=C1)NC1=CC(=NC=C1C(=O)NOCC)NC=1N=NC(=CC1)C)N(S(=O)(=O)C)C 4-((4-Cyclopropyl-2-(N-methylmethanesulfonamido)phenyl)amino)-N-ethoxy-6-((6-methylpyridazin-3-yl)amino)Nicotinamide